2-(3-(bicyclo[2.2.1]heptane-2-yl)phenyl)-4-chloro-6-phenyl-1,3,5-triazine C12C(CC(CC1)C2)C=2C=C(C=CC2)C2=NC(=NC(=N2)Cl)C2=CC=CC=C2